CC=1OC=CC(C1OC1OC(C(=C1)C)=O)=O 2-methyl-3-((4-methyl-5-oxo-2,5-dihydrofuran-2-yl)oxy)-4H-pyran-4-one